FC=1C=C2C(=CC=NC2=CC1)NC1C2CN(CC12)C(C(=O)NC1=CC=C(C=C1)OC)C 2-(6-((6-fluoroquinolin-4-yl)amino)-3-azabicyclo[3.1.0]hexane-3-yl)-N-(4-methoxyphenyl)propanamide